6-(4-cyclopropyl-6-methoxypyrimidin-5-yl)-1-(3-nitro-4-(4-(trifluoromethyl)-1-((2-(trimethylsilyl)ethoxy)methyl)-1H-imidazol-2-yl)benzyl)-1H-pyrazolo[3,4-D]pyrimidine C1(CC1)C1=NC=NC(=C1C1=NC=C2C(=N1)N(N=C2)CC2=CC(=C(C=C2)C=2N(C=C(N2)C(F)(F)F)COCC[Si](C)(C)C)[N+](=O)[O-])OC